(6S)-6-[2,6-difluoro-3-(5-fluoro-2-methoxypyridine-3-sulfonamido)phenyl]-N-methyl-5H,6H,7H,8H-imidazo[1,5-a]pyridine-1-carboxamide FC1=C(C(=CC=C1NS(=O)(=O)C=1C(=NC=C(C1)F)OC)F)[C@@H]1CCC=2N(C1)C=NC2C(=O)NC